FC=1C(=C(C=C(C1)C(F)(F)F)O)C=1C=2N(C(=NN1)N[C@H]1COCCC1)C=CC2 3-fluoro-2-(4-{[(3R)-oxacyclohex-3-yl]amino}pyrrolo[1,2-d][1,2,4]triazin-1-yl)-5-(trifluoromethyl)phenol